4-(5-Methyl-2-((1-methyl-1H-pyrazol-5-yl)amino)pyrimidin-4-yl)oxazole-2-carboxylic acid CC=1C(=NC(=NC1)NC1=CC=NN1C)C=1N=C(OC1)C(=O)O